tert-butyl 4-{7-fluoroimidazo[1,2-a]pyridin-3-yl}-7-{[5-(4-hydroxy-4-{[(4-methylbenzenesulfonyl)oxy]methyl} piperidin-1-yl)pyridin-2-yl] amino}-1-oxo-3H-isoindole-2-carboxylate FC1=CC=2N(C=C1)C(=CN2)C2=C1CN(C(C1=C(C=C2)NC2=NC=C(C=C2)N2CCC(CC2)(COS(=O)(=O)C2=CC=C(C=C2)C)O)=O)C(=O)OC(C)(C)C